4-bromo-2-hydroxy-5-iodobenzene BrC1=CC(=CC=C1I)O